2-fluoro-3-bromobenzamide FC1=C(C(=O)N)C=CC=C1Br